[Cl-].CN1CN(C=C1)CCOCC 1-methyl-3-(2-ethoxyethyl)imidazole chloride